FC1=C(C=CC(=C1)C(F)(F)F)C1(CC1)C(=O)NC=1C=CC(=C(C(=O)OC)C1)C=1C=NN(C1)[C@H]1COCC1 Methyl 5-[({1-[2-fluoro-4-(trifluoromethyl) phenyl] cyclopropyl} carbonyl)amino]-2-{1-[(3R)-tetrahydrofuran-3-yl]-1H-pyrazol-4-yl}benzoate